2-fluoro-3-(3-fluoro-1H-pyrazol-4-yl)benzoic acid FC1=C(C(=O)O)C=CC=C1C=1C(=NNC1)F